C12CN(CC2C1)CC=1NC2=CC(=CC=C2C1)CNC(=O)C=1N=C2N(C(C1)=O)C=CC=C2 N-[[2-(3-azabicyclo[3.1.0]hexane-3-ylmethyl)-1H-indol-6-yl]methyl]-4-oxo-pyrido[1,2-a]pyrimidine-2-carboxamide